2-(6-(2,4-dioxotetrahydropyrimidin-1(2H)-yl)-1H-indol-3-yl)-N-methylacetamide O=C1N(CCC(N1)=O)C1=CC=C2C(=CNC2=C1)CC(=O)NC